C(=O)(OC(C)(C)C)N[C@@H](CC(C)C)C(=O)OC[C@H]([C@H]([C@@H]([C@H](C(=O)NC(CCC)=O)O)O)O)O 6-O-(N-Boc-L-leucyl)-N-butyrylaminoglucose